N-(4-(4-(2-(4,4-difluoropiperidin-1-yl)thiazol-4-yl)-1H-1,2,3-triazol-1-yl)-3-(6-azaspiro[2.5]octane-6-yl)phenyl)-2-hydroxyethan-1-sulfonamide FC1(CCN(CC1)C=1SC=C(N1)C=1N=NN(C1)C1=C(C=C(C=C1)NS(=O)(=O)CCO)N1CCC2(CC2)CC1)F